C(=O)(OC(C)(C)C)NNC(C(=O)NC)=O N'-Bocamino-N-methyl-oxalyl-diamine